4-Methyl-3-((4-(trifluoromethyl)thiazol-2-yl)amino)benzoic acid CC1=C(C=C(C(=O)O)C=C1)NC=1SC=C(N1)C(F)(F)F